tert-butyl (2R,6S)-2,6-dimethyl-4-(6-(1-methyl-1H-pyrazol-4-yl)pyrazolo[1,5-a]pyridin-3-yl)piperazine-1-carboxylate C[C@H]1N([C@H](CN(C1)C=1C=NN2C1C=CC(=C2)C=2C=NN(C2)C)C)C(=O)OC(C)(C)C